Methyl 1-(4-(5-nitrothiophene-2-carboxamido)-1-(thiophen-3-yl)-1H-pyrazolo[3,4-d]pyrimidin-6-yl)-1H-pyrrole-3-carboxylate [N+](=O)([O-])C1=CC=C(S1)C(=O)NC1=C2C(=NC(=N1)N1C=C(C=C1)C(=O)OC)N(N=C2)C2=CSC=C2